Cl.ClC1=C(C(=CC(N1)=O)O)CC 6-Chloro-5-ethyl-4-hydroxypyridin-2(1H)-one hydrochloride